3-(cyclobutylmethoxy)piperidine hydrochloride Cl.C1(CCC1)COC1CNCCC1